2,2-dimorpholinoethylimidazole O1CCN(CC1)C(CC=1NC=CN1)N1CCOCC1